3-(bromomethyl)-1,1-dimethyl-cyclobutane BrCC1CC(C1)(C)C